N(=C=O)C1CCC(CC1)N=C=O 1,4-diisocyanatocyclohexane